FC(OC1=C(C=C(C=C1)S(=O)(=O)CCO)N1N=C(C=2C=NC(=CC21)C=2C=NN1C2N=CC=C1)C)F 2-((4-(difluoromethoxy)-3-(3-methyl-6-(pyrazolo[1,5-a]pyrimidin-3-yl)-1H-pyrazolo[4,3-c]pyridin-1-yl)phenyl)sulfonyl)ethan-1-ol